ClC=1C=C(C2=C(C(CO2)CC(=O)[O-])C1)S(NC1=C(C(=C(C=C1)F)C#CC=1C=NC(=NC1)N[C@@H](CO)C)F)(=O)=O 5-chloro-7-(N-(2,4-difluoro-3-((2-(((R)-1-hydroxypropan-2-yl) amino) pyrimidin-5-yl) ethynyl) phenyl) sulfamoyl)-2,3-dihydrobenzofuran-3-ylacetate